NCCC1=CC(=C(C=C1C)NC1=NC=C(C(=N1)NC1=C(C=CC=C1)P(C)(C)=O)Cl)OC (2-((2-((4-(2-aminoethyl)-2-methoxy-5-methylphenyl)amino)-5-chloropyrimidin-4-yl)amino)phenyl)dimethylphosphine oxide